FC(C(=O)N1CC(C1)N1N=C(C=2C1=NC=CC2)C#CC2=C(C=CC=C2)C(F)(F)F)=C 2-fluoro-1-(3-(3-((2-(trifluoromethyl)phenyl)ethynyl)-1H-pyrazolo[3,4-b]pyridin-1-yl)azetidin-1-yl)prop-2-en-1-one